N-methyl-N-(pyrrolidin-3-ylmethyl)acetamide CN(C(C)=O)CC1CNCC1